Cl.FC(C1=CC=C(C=N1)N1C(C2(CC1)C1CNCC2CC1)=O)(F)F 1'-(6-(trifluoromethyl)pyridin-3-yl)-3-azaspiro[bicyclo[3.2.1]octane-8,3'-pyrrolidin]-2'-one hydrochloride